OC1=CC=C(C=C1)SC1=CC=C(C=C1)O di(4-hydroxyphenyl)sulfide